ClC1=C(C=C(C=C1)NC(=O)NC1=C(C=C(OC=2C=C([N+](=CC2)[O-])C(=O)NC)C=C1)F)C(F)(F)F 4-[4-({[4-chloro-3-(trifluoromethyl)phenyl]carbamoyl}amino)-3-fluorophenoxy]-N-methylpyridine-2-carboxamide 1-oxide